CN1N=CC(=C1)S(=O)(=O)NC1=NC(=C(C(=N1)OC1=CC(=CC=C1)C1N(CCC1)C)C(C(F)(F)F)(F)F)C1=C(C=CC=C1)C 1-Methyl-N-[4-[3-(1-methylpyrrolidin-2-yl)phenoxy]-6-(o-tolyl)-5-(1,1,2,2,2-pentafluoroethyl)pyrimidin-2-yl]pyrazole-4-sulfonamide